CC=1C=C2C(CC(C2=CC1)=C(C#N)C#N)=O 2-(5-methyl-3-oxo-indan-1-ylidene)-malononitrile